((2-(6-aminopyridin-3-yl)ethyl)azanediyl)bis(hexane-6,1-diyl)bis(2-hexyldecanoate)-[((2-(6-aminopyridin-3-yl)ethyl)azanediyl)bis(hexane-6,1-diyl) bis(2-hexyldecanoate)] NC1=CC=C(C=N1)CCN(CCCCCCC(C(=O)O)(CCCCCCCC)CCCCCC)CCCCCCC(C(=O)O)(CCCCCCCC)CCCCCC.NC1=CC=C(C=N1)CCN(CCCCCCC(C(=O)O)(CCCCCCCC)CCCCCC)CCCCCCC(C(=O)O)(CCCCCCCC)CCCCCC